NC1=C(N=NS1)C(=O)OCC ethyl 5-amino-1,2,3-thiadiazole-4-carboxylate